(5-(4-fluoro-6-(piperidin-4-yl)-1H-benzo[d]imidazol-2-yl)-1H-pyrrol-3-yl)(2-(trifluoromethyl)pyridin-3-yl)methanone FC1=CC(=CC=2NC(=NC21)C2=CC(=CN2)C(=O)C=2C(=NC=CC2)C(F)(F)F)C2CCNCC2